OC(=O)C(F)(F)F.ClCC(CC1(NCC1)C(=O)OC)=C methyl 2-[2-(chloromethyl)allyl]azetidine-2-carboxylate TFA salt